C(C=C)C1=C2C=CC(=C(C2=C[N+]2=C1C=1C=C(C(=CC1CC2)OCC2=CC=C(C=C2)Cl)OC)OC)OC 13-allyl-3-((4-chlorobenzyl)oxy)-2,9,10-trimethoxy-5,6-dihydroisoquinolino[3,2-a]isoquinolin-7-ium